6-(4-bromo-2-chlorophenyl)-N-methyl-8,9-dihydroimidazo[1',2':1,6]pyrido[2,3-d]pyrimidin-2-amine BrC1=CC(=C(C=C1)C1=CC2=C(N=C(N=C2)NC)N2C1=NCC2)Cl